2-((5-bromo-3-fluoropyridin-2-yl)methyl)oxazole ethyl-vinyl-acetate C(C)OC(CC=C)=O.BrC=1C=C(C(=NC1)CC=1OC=CN1)F